methylphenylbutyl ether CC(CCCOCCCC(C)C1=CC=CC=C1)C1=CC=CC=C1